O=C1NC(CCC1NC(=O)C1=CC=C(C=C1)N1CCC(CC1)CN1CCN(CC1)C(=O)OC(C)(C)C)=O tert-butyl 4-((1-(4-((2,6-dioxopiperidin-3-yl)carbamoyl)phenyl)piperidin-4-yl)methyl)piperazine-1-carboxylate